N1(CCC=C1C(=O)OC)C(=O)OCC1=CC=CC=C1 O1-benzyl O5-methyl 2,3-dihydropyrrole-1,5-dicarboxylate